C(CCC)S(=S)(O)CCCC.C(CCC)S(OC(C)CC)=S s-butyl butane-1-thiosulfinate (di-n-butyl thiosulfinate)